COC1=CC=C(C=C1)C1=CN=C2N1C=CC1=C2N(C2=CC=CC=C12)C 3-(4-Methoxyphenyl)-11-methyl-11H-imidazo[1',2':1,2]pyrido[3,4-b]indole